OCCCCN1C=2C=CC(=CC2N(C2=CC=CC=C12)CCCCO)C#N 5,10-bis(4-hydroxybutyl)-5,10-dihydrophenazine-2-carbonitrile